Acetyl-deoxycytidine C(C)(=O)[C@@]1(C[C@H](O)[C@@H](CO)O1)N1C(=O)N=C(N)C=C1